FC=1C=C(C2=C(C(=CO2)C)C1)F 5,7-difluoro-3-methylbenzofuran